[O-]S(=O)(=O)C(F)(F)F.C(CCCCC)[N+]1=CC(=CC=C1)CCC 1-hexyl-3-propylpyridinium triflate